CC1(N(CC/C(/C1)=C/C1=CC=C2CCN(C(C2=C1)C)C(C(F)(F)F)=O)C(=O)[O-])C (Z)-2,2-dimethyl-4-((1-methyl-2-(2,2,2-trifluoroacetyl)-1,2,3,4-tetrahydroisoquinolin-7-yl)methylene)piperidine-1-carboxylate